(E)-2-(3-bromo-2,6-difluorobenzylidene)-1-methylhydrazin-1-ium chloride [Cl-].BrC=1C(=C(\C=N\[NH2+]C)C(=CC1)F)F